(R)-4-(2-Amino-4-((1-hydroxy-2-methylhexan-2-yl)amino)quinazolin-7-yl)-5-((butylamino)methyl)pyridin-2(1H)-one NC1=NC2=CC(=CC=C2C(=N1)N[C@@](CO)(CCCC)C)C1=CC(NC=C1CNCCCC)=O